6-bromo-3-(2-methoxyethyl)-2-(1-(4-methyl-1,4-diazepan-1-yl)butyl)quinazolin-4(3H)-one BrC=1C=C2C(N(C(=NC2=CC1)C(CCC)N1CCN(CCC1)C)CCOC)=O